(1S,4S)-oxo-2-oxa-5-azabicyclo[2.2.1]heptane O=C1O[C@@H]2CN[C@H]1C2